CC1(OC2=C(C1)C=C(C(=C2)OC[C@@H]2N(CCC2)C(=O)OC(C)(C)C)NC(=O)C=2C=NN1C2N=CC=C1)C tert-butyl (R)-2-(((2,2-dimethyl-5-(pyrazolo[1,5-a]pyrimidine-3-carboxamido)-2,3-dihydrobenzofuran-6-yl)oxy)methyl)pyrrolidine-1-carboxylate